C(C)N(C(=O)C=1C=C2N=C(C=NC2=CC1)C=1C=C2C=CN(C(C2=CC1)=O)C)CC N,N-diethyl-3-(2-methyl-1-oxo-1,2-dihydro-6-isoquinolinyl)-6-quinoxalinecarboxamide